ClC1=CC(=C(C=C1Cl)CN1C(CC(CC1)=O)C1=CC=CC=C1)OC 1-[(4,5-dichloro-2-methoxyphenyl)methyl]-2-phenylpiperidin-4-one